7-((3-fluoropyridin-4-yl)methyl)-1-(3-hydroxypropyl)-3-methyl-8-(3-(trifluoromethoxy)phenoxy)-1H-purine-2,6(3H,7H)-dione FC=1C=NC=CC1CN1C(=NC=2N(C(N(C(C12)=O)CCCO)=O)C)OC1=CC(=CC=C1)OC(F)(F)F